Ortho-eugenol COC1=CC=CC(=C1O)CC=C